C(C=C)(=O)OC(CSC1=CC=CC=C1)CSC1=CC=CC=C1 1,3-bis(phenylthio)propan-2-ol acrylate